CC1=NC2=CC=CC(=C2C(N1C1C(NC(CC1)=O)=O)=O)C#CC=1SC(=CN1)CN1CCOCC1 3-(2-methyl-5-((5-(morpholinomethyl)thiazol-2-yl)ethynyl)-4-oxoquinazolin-3(4H)-yl)piperidine-2,6-dione